(4-chlorophenyl)-6-(2-methyl-2H-indazol-5-yl)-2-((methylsulfonyl)methyl)-1,6-naphthyridin-7(6H)-one ClC1=CC=C(C=C1)C=1C(=NC2=CC(N(C=C2C1)C1=CC2=CN(N=C2C=C1)C)=O)CS(=O)(=O)C